2-((2S)-1-propenoyl-4-(2'-(((S)-1-methylpyrrolidin-2-yl)methoxy)-3-(trifluoromethyl)-5',8'-dihydro-6'H-spiro[inden-1,7'-quinazolin]-4'-yl)piperazin-2-yl)acetonitrile C(C=C)(=O)N1[C@H](CN(CC1)C1=NC(=NC=2CC3(CCC12)C=C(C1=CC=CC=C13)C(F)(F)F)OC[C@H]1N(CCC1)C)CC#N